NCCN1C=2C3CCC(C2C=C1C(=O)OCC)C3 Ethyl 3-(2-Aminoethyl)-3-azatricyclo[5.2.1.02,6]deca-2(6),4-diene-4-carboxylate